N-{4-chloro-3-[4-(6-cyclopropylpyridin-3-yl)-6-oxo-1,6-dihydropyrimidin-2-yl]-2-fluorobenzyl}isobutyramide ClC1=C(C(=C(CNC(C(C)C)=O)C=C1)F)C=1NC(C=C(N1)C=1C=NC(=CC1)C1CC1)=O